(para-chlorophenyl)borane ClC1=CC=C(C=C1)B